Butyl (2-(4-methyl-3-((1-(quinolin-5-yl)cyclopropyl)carbamoyl)phenoxy) ethyl)carbamate CC1=C(C=C(OCCNC(OCCCC)=O)C=C1)C(NC1(CC1)C1=C2C=CC=NC2=CC=C1)=O